(((cis-4-(azidomethyl)-4-fluorocyclohexyl)oxy)methyl)benzene N(=[N+]=[N-])CC1(CCC(CC1)OCC1=CC=CC=C1)F